C(C)N1CCNCCNCCNCC1 ethyl-1,4,7,10-tetraazacyclododecane